N-[[6-(3-methylisoxazole-4-carbonyl)-6-azaspiro[2.5]octan-2-yl]methyl]furo[2,3-c]pyridine-2-carboxamide CC1=NOC=C1C(=O)N1CCC2(C(C2)CNC(=O)C2=CC=3C(=CN=CC3)O2)CC1